CC1=C(C(=O)NC2(CC2)C2=C3C=CC(=NC3=CC(=C2)C=2OC=CN2)C)C=C(C=C1)OC[C@H]1N(CC1)C (S)-2-methyl-N-(1-(2-methyl-7-(oxazol-2-yl)quinolin-5-yl)cyclopropyl)-5-((1-methylazetidin-2-yl)methoxy)benzamide